FC1=CC=C(C=C1)C=1N=CN(C1C=1C=NC=CC1)CC(=O)OC(C)(C)C tert-butyl 2-[4-(4-fluorophenyl)-5-(3-pyridyl) imidazol-1-yl]Acetate